BrC=1C=C(C(=O)OCC)C=CC1 ethyl 3-bromobenzoate